2-(4-(4-((5-chloro-4-(2,4-dimethylthiazol-5-yl)pyrimidin-2-yl)amino)phenyl)piperazin-1-yl)acetic acid TFA salt OC(=O)C(F)(F)F.ClC=1C(=NC(=NC1)NC1=CC=C(C=C1)N1CCN(CC1)CC(=O)O)C1=C(N=C(S1)C)C